(phenylamino)-4-[5-(trifluoromethyl)-1,2,4-oxadiazol-3-yl]benzyl cyanide C1(=CC=CC=C1)NC(C1=CC=C(C=C1)C1=NOC(=N1)C(F)(F)F)C#N